2-(1-(ethoxymethyl)-4-(methoxymethoxy)-1H-indol-3-yl)-N,N-dimethylethan-1-amine C(C)OCN1C=C(C2=C(C=CC=C12)OCOC)CCN(C)C